NC=1N(C=2C3=C(C4=C(NC(C13)=O)C=NC=C4)N=C(N2)C)C2=C(C(=CC=C2C)O)C 5-amino-4-(3-hydroxy-2,6-dimethylphenyl)-2-methyl-4,7-dihydro-6H-1,3,4,7,9-pentaazadibenzo[cd,f]azulen-6-one